(4R,5S,7R,8R,9S,10R)-7-(hydroxymethyl)-4-((3-(trifluoromethyl)benzyl)amino)-9-(4-(3,4,5-trifluorophenyl)-1H-1,2,3-triazol-1-yl)-1,6-dioxaspiro[4.5]decane-8,10-diol OC[C@H]1O[C@@]2([C@@H](CCO2)NCC2=CC(=CC=C2)C(F)(F)F)[C@@H]([C@H]([C@H]1O)N1N=NC(=C1)C1=CC(=C(C(=C1)F)F)F)O